C1(CC1)C1=C(C(=O)OC)C=C(C(=C1)CN1CCC2(CC(N(C2)C2=CC=C(C=C2)C(NCCS(N)(=O)=O)=O)=O)CC1)OCC methyl 2-cyclopropyl-5-ethoxy-4-((3-oxo-2-(4-((2-sulfamoylethyl)carbamoyl)phenyl)-2,8-diazaspiro[4.5]decan-8-yl)methyl)benzoate